CC1=CC=CC(=N1)C1=C(N=CN1)C=1C=C2C=C(C=NC2=CC1)NCCN1CC(C1)C(=O)OC1CNC1 azetidin-3-yl 1-(2-((6-(5-(6-methylpyridin-2-yl)-1H-imidazol-4-yl)quinolin-3-yl)amino)ethyl)azetidine-3-carboxylate